O(C1=CN(C=CC1=O)CCCCCCCCCCCCCCCC)C1=CN(C=CC1=O)CCCCCCCCCCCCCCCC 3,3'-oxybis(N-hexadecyl-pyridin-4-one)